(2S)-2-methyloxan C[C@@H]1OCCCC1